COC(=O)C=1C=CC=2N(C1)C(=C(N2)CC)NC=O 2-Ethyl-3-formylamino-imidazo[1,2-a]pyridine-6-carboxylic acid methyl ester